BrC=1C(=NC(=NC1)C)C(=O)N[C@H](CC1=C(C=C(C=C1)C)C)CON1C(C2=CC=CC=C2C1=O)=O |r| 5-bromo-N-{(2RS)-1-(2,4-dimethylphenyl)-3-[(1,3-dioxo-1,3-dihydro-2H-isoindol-2-yl)oxy]Propan-2-yl}-2-methylpyrimidine-4-carboxamide